1-(2,4,5-trichloropyridin-3-yl)but-2-yn-1-one ClC1=NC=C(C(=C1C(C#CC)=O)Cl)Cl